FC=1C=C(CN2C3=C(SC(C2)C)C=CC(=C3)NC(=O)NC3=CNC2=CC=C(C=C32)F)C=C(C1)F 1-(4-(3,5-Difluorobenzyl)-2-methyl-3,4-dihydro-2H-benzo[b][1,4]thiazin-6-yl)-3-(5-fluoro-1H-indol-3-yl)urea